O=C(C(=O)O)N1CCCCC1 2-oxo-2-(piperidin-1-yl)acetic acid